NC1=NC=C(C2=C1C=NN2)NC(C(N2[C@H](CC[C@@H](C2)C)C2=CC(=NC=C2)OC)=O)=O N-(4-amino-1H-pyrazolo[4,3-c]pyridin-7-yl)-2-oxo-2-[(2R,5S)-2-(2-methoxy-4-pyridyl)-5-methyl-1-piperidyl]acetamide